COC1=CC2=C(NC(OC23CCN(CC3)C(C=CC(=O)NC3=CC(=CC=C3)OC)=O)=O)C=C1 4-(6-methoxy-2-oxo-1,2-dihydrospiro[benzo[d][1,3]oxazin-4,4'-piperidin]-1'-yl)-N-(3-methoxyphenyl)-4-oxobut-2-enamide